3,5-dibromo-4-chloro-2-methyl-pyridine BrC=1C(=NC=C(C1Cl)Br)C